N-cyclopropyl-1H-pyrazole C1(CC1)N1N=CC=C1